(E)-2'-(diphenylphosphino)-2-(2-(ethoxycarbonyl)-3-phenylallyl)-[1,1'-biphenyl]-4-carboxylic acid methyl ester COC(=O)C1=CC(=C(C=C1)C1=C(C=CC=C1)P(C1=CC=CC=C1)C1=CC=CC=C1)C/C(=C\C1=CC=CC=C1)/C(=O)OCC